azetidin-3-yl ethylcarbamate C(C)NC(OC1CNC1)=O